N(=[N+]=[N-])C=1C=C2C(=CC=NC2=CC1)NC=1C=C(C(=O)NC2=CC(=CC=C2)NC2=CC=NC=C2)C=CC1 3-((6-azidoquinolin-4-yl)amino)-N-(3-(pyridin-4-ylamino)phenyl)benzamide